FCCCCC1=CC(=C(C=C1OC)CCN)OC 2-(4-(4-fluorobutyl)-2,5-dimethoxyphenyl)ethylamine